7-chloro-4-oxo-1-(2,4,6-trifluorophenyl)-1,4-dihydro-1,8-naphthyridine-3-carboxylic acid ethyl ester C(C)OC(=O)C1=CN(C2=NC(=CC=C2C1=O)Cl)C1=C(C=C(C=C1F)F)F